1-(2-chloro-5-methoxy-4-nitrophenyl)-4-(methyl-d3)piperazine ClC1=C(C=C(C(=C1)[N+](=O)[O-])OC)N1CCN(CC1)C([2H])([2H])[2H]